selenium-titanium aluminum lithium phosphate P(=O)([O-])([O-])[O-].[Li+].[Al+3].[Ti+4].[Se+2]